COCC1(N(CCC(C1)=O)C(=O)OCC1=CC=CC=C1)C benzyl 2-(methoxymethyl)-2-methyl-4-oxopiperidine-1-carboxylate